N1C=CC=C1 anti-azole